N-((S)-1-(2-Chloro-N-(((S)-2-oxopyrrolidin-3-yl)methyl)acetamido)-5-methyl-2-oxohexan-3-yl)benzofuran-2-carboxamide ClCC(=O)N(C[C@H]1C(NCC1)=O)CC([C@H](CC(C)C)NC(=O)C=1OC2=C(C1)C=CC=C2)=O